(2-chloroethyl)-methyl-ammonium chloride [Cl-].ClCC[NH2+]C